Cl.N1=CN=CC(=C1)C1=C2CCO[C@@H](C2=CC=C1)CN |o1:12| rel-(S)-(5-(Pyrimidin-5-yl)isochroman-1-yl)methanamine hydrochloride salt